5-((4-bromothiophen-2-yl)methoxy)-2-cyclopentylisoindolin-1-one BrC=1C=C(SC1)COC=1C=C2CN(C(C2=CC1)=O)C1CCCC1